1-((5-(5-(difluoromethyl)-1,3,4-oxadiazol-2-yl)pyridin-2-yl)methyl)-3-(1-ethylpiperidin-4-yl)-5-(pyridin-3-yl)-1,3-dihydro-2H-benzo[d]imidazol-2-one FC(C1=NN=C(O1)C=1C=CC(=NC1)CN1C(N(C2=C1C=CC(=C2)C=2C=NC=CC2)C2CCN(CC2)CC)=O)F